NC1=C(C(=O)NC(C)C)C=C(C=N1)C1=C(C=C(C=C1)NC(CC1=C(C=CC=C1)F)=O)C 2-amino-5-(4-(2-(2-fluorophenyl)acetamido)-2-methylphenyl)-N-isopropylnicotinamide